2-fluoro-[1,1'-biphenyl]-4-carboxylic acid FC1=C(C=CC(=C1)C(=O)O)C1=CC=CC=C1